O1C(=NC=C1)C1=CC=C2C=C(C(NC2=C1)=O)C(=O)O 7-(oxazol-2-yl)-2-oxo-1,2-dihydroquinoline-3-carboxylic acid